COC(=O)[C@@H]1[C@H]2CN[C@@H]([C@@H]12)C (1R,2R,5S,6R)-2-methyl-3-azabicyclo[3.1.0]hexane-6-carboxylic acid methyl ester